NC=1C2=C(N=CN1)N(C(=C2C2=CC=C(C=C2)C(=O)N2CCC(CC2)C)C2=CC=C(C=C2)NC(C(=C)C)=O)C N-(4-(4-amino-7-methyl-5-(4-(4-methylpiperidine-1-carbonyl)phenyl)-7H-pyrrolo[2,3-d]pyrimidin-6-yl)phenyl)methacrylamide